C(C)(C)(C)OC(=O)OC=1C=C2CCN(CC2=CC1[N+](=O)[O-])C(=O)OC(C)(C)C tert-Butyl 6-((tert-butoxycarbonyl)oxy)-7-nitro-3,4-dihydroisoquinoline-2(1H)-carboxylate